O.[Na+].[Na+].NC=1C=C2C=C(C=C(C2=CC1)S(=O)(=O)[O-])S(=O)(=O)[O-] 6-amino-1,3-naphthalenedisulfonate disodium hydrate